BrC1=CN(C(C2=CC(=CC=C12)OC)=O)CC1=C(C=C(C=C1)OC)OC 4-bromo-2-(2,4-dimethoxybenzyl)-7-methoxyisoquinolin-1(2H)-one